N-(3,5-dichlorophenyl)-2,5-dimethyl[1,2,4]triazolo[1,5-a]pyrimidin-7-amine ClC=1C=C(C=C(C1)Cl)NC1=CC(=NC=2N1N=C(N2)C)C